BrCCCCCCC1=NC2=NC=CC(=C2C(=C1)Br)[N+](=O)[O-] (6-bromohexyl)-4-bromo-5-nitro-1,8-naphthyridine